(3R,4S)-3-cyclopropyl-4-methyl-1-[6-(1-methyl-6-oxopyridin-3-yl)pyrazolo[1,5-a]pyrazin-4-yl]-2-oxopyrrolidine-3-carbonitrile C1(CC1)[C@]1(C(N(C[C@H]1C)C=1C=2N(C=C(N1)C1=CN(C(C=C1)=O)C)N=CC2)=O)C#N